6-Chloro-8-(2,3-dihydro-benzofuran-5-yl)-1-methyl-9H-pyrido[3,4-b]indole ClC=1C=C2C3=C(NC2=C(C1)C=1C=CC2=C(CCO2)C1)C(=NC=C3)C